6-Methyl-pyrazine-2-carboxylic acid [3-(5-pyridin-4-yl-[1,3,4]oxadiazol-2-yl)-adamantan-1-yl]-amide N1=CC=C(C=C1)C1=NN=C(O1)C12CC3(CC(CC(C1)C3)C2)NC(=O)C2=NC(=CN=C2)C